C(CCCCCCC\C=C/C\C=C/CCCCC)(=O)OC1=C2C(=CNC2=CC=C1)C[C@@H]1N(CCC1)C 3-(((R)-1-methylpyrrolidin-2-yl)methyl)-1H-indol-4-yl (9Z,12Z)-octadeca-9,12-dienoate